CC1=CCCC(C1/C=C/C(=O)C)(C)C Trans-Alpha-Ionone